COCC1OC(OC1)C1=CC(=C(C=C1)O)OC 4-(1-methoxymethyl)-2-(3'-methoxy-4'-hydroxy-phenyl)-1,3-dioxolane